C1(=CC(=C(C=C1)C#N)C#N)C1=CC=CC=C1 [1,1'-biphenyl]-3,4-dicarbonitrile